ClC1=CC(=C(COC2=CC=CC(=N2)N2N=C3C(=C2)CN(C3)CC3=NC2=C(N3CCOC)C=C(C=C2)C(=O)OC)C=C1)F methyl 2-((2-(6-((4-chloro-2-fluorobenzyl)oxy)pyridin-2-yl)-2,6-dihydropyrrolo[3,4-c]pyrazol-5(4H)-yl)methyl)-1-(2-methoxy ethyl)-1H-benzo[d]imidazole-6-carboxylate